ClC1=CC=C2C(=C(C(N(C2=C1)C)=O)C=1C=2C=CC=NC2C(=CC1)C[C@@H](C(=O)O)NC(C1=C(C=CC=C1Cl)Cl)=O)C (S)-3-(7-chloro-1,4-dimethyl-2-oxo-1,2-dihydro-[3,5'-biquinoline]-8'-yl)-2-(2,6-dichlorobenzoylamino)propionic acid